C(#N)C=1C=NN2C1C(=CC(=C2)C=2C=NN(C2)C2CCN(CC2)C(=O)OC(C)(C)C)C=2C=NC(=CC2)N2CCC(CC2)(C(NC(C)C)=O)CC tert-butyl 4-[4-[3-cyano-4-[6-[4-ethyl-4-(isopropylcarbamoyl)-1-piperidyl]-3-pyridyl]pyrazolo[1,5-a]pyridin-6-yl]pyrazol-1-yl]piperidine-1-carboxylate